(6R,9S)-3-Fluoro-10-(4-methoxyphenyl)-6,7,8,9-tetrahydro-5H-6,9-epiminocyclohepta[b]pyridine FC=1C=C2C(=NC1)[C@@H]1CC[C@H](C2)N1C1=CC=C(C=C1)OC